F[P-](F)(F)(F)(F)F.C(C)(C)(C)C=1C=C(CN2CN(C=C2)CCCCCC)C=C(C1O)C(C)(C)C 1-(3,5-di-tert-butyl-4-hydroxybenzyl)-3-hexylimidazole hexafluorophosphate salt